2-methacryloxydodecyl-phosphorylcholine C(C(=C)C)(=O)OC(CP(=O)=C(O)C[N+](C)(C)C)CCCCCCCCCC